2-(1-(4-((5-chloro-3-fluoropyridin-2-yl)oxy)phenyl)-1H-pyrazol-4-yl)ethanol benzyl-(2R,3S,5R)-2-(hydroxymethyl)-3-[[(4-methoxyphenyl)methyl]amino]-5-methylpyrrolidine-1-carboxylate C(C1=CC=CC=C1)[C@]1(N([C@@H](C[C@@H]1NCC1=CC=C(C=C1)OC)C)C(=O)OCCC=1C=NN(C1)C1=CC=C(C=C1)OC1=NC=C(C=C1F)Cl)CO